(3-bromo-2,4,5-trifluorophenyl)carbamic acid tert-butyl ester C(C)(C)(C)OC(NC1=C(C(=C(C(=C1)F)F)Br)F)=O